S1C(=NC2=C1C=CC=C2)/C=C/C(=O)N2O[C@@H](C(N1[C@@H]2CN(C([C@@H]1CC(C)(C)C)=O)[C@@H]1CN(CC1)CCCCO)=O)CC(C)C (3R,6S,9aS)-1-((E)-3-(benzo[d]thiazol-2-yl)acryloyl)-8-((S)-1-(4-hydroxybutyl)pyrrolidin-3-yl)-3-isobutyl-6-neopentyltetrahydropyrazino[2,1-c][1,2,4]oxadiazine-4,7(3H,6H)-dione